C(C)(C)(C)OC(=O)N1CCC(CC1)C=1C(=C2CCNC2=CC1)F 4-(4-fluoroindolin-5-yl)-piperidine-1-carboxylic acid tert-butyl ester